FC1=C(C=C(C=C1)C1(CC1)N(C(OC)=O)CC(C)(C)NO)C(F)(F)F methyl (1-(4-fluoro-3-(trifluoromethyl) phenyl)cyclopropyl)(2-(hydroxyamino)-2-methylpropyl)carbamate